2-bromo-N-(2-bromopyridin-4-yl)pyridine-4-carboxamide BrC1=NC=CC(=C1)C(=O)NC1=CC(=NC=C1)Br